1,5-dibromo-3-methylenepentane BrCCC(CCBr)=C